CC=1C=C(COC2=CC=C(C=O)C=C2)C=CC1 4-(3-methylbenzyloxy)benzaldehyde